NC1=CC=C(C=C1)SC=1N=C(C2=C(N1)C1(CCN(CC1)CCN(C)C)CC2)NC2=NNC(=C2)C 2-((4-aminophenyl)thio)-1'-(2-(dimethylamino)ethyl)-N-(5-methyl-1H-pyrazol-3-yl)-5,6-dihydrospiro[cyclopenta[d]pyrimidine-7,4'-piperidin]-4-amine